N1=CC=C2CC=CC=C12 4H-indole